oleanilide C(CCCCCCC\C=C/CCCCCCCC)(=O)NC1=CC=CC=C1